4-(5-fluoro-2-((1-methyl-1H-pyrazol-5-yl)amino)pyrimidin-4-yl)oxazole-2-carboxylic acid FC=1C(=NC(=NC1)NC1=CC=NN1C)C=1N=C(OC1)C(=O)O